C(C=CC1=CC=CC=C1)(=O)[O-].C(C=CC1=CC=CC=C1)(=O)[O-].C(C=CC1=CC=CC=C1)(=O)[O-].[Cr+3] chromium tris-cinnamate